NCC1CCN(CC1)C(=O)C1CCN(CC1)C(COC=1C=CC(=C(C1)N1C(NC(CC1)=O)=O)C)=O 1-[5-[2-[4-[4-(aminomethyl)piperidine-1-carbonyl]-1-piperidyl]-2-oxo-ethoxy]-2-methyl-phenyl]hexahydropyrimidine-2,4-dione